2,5-bis(cumylperoxy)-2,5-dimethylhexyne C(C)(C)(C1=CC=CC=C1)OOC(C)(C#CC(C)(C)OOC(C)(C)C1=CC=CC=C1)C